9-vinylcarbazole-methacrylate C(=C)N1C2=CC=CC=C2C=2C=CC=C(C12)CC(C(=O)[O-])=C